4-chloro-2-(4-(4-fluorophenoxy)phenyl)-5-((((3R,4R)-4-oxido-1,4-oxathian-3-yl)methyl)amino)pyridazin-3(2H)-one ClC=1C(N(N=CC1NC[C@@H]1COCC[S@]1=O)C1=CC=C(C=C1)OC1=CC=C(C=C1)F)=O